CC1=CC=C2C(=CNC2=C1)C1=C2CNC(C2=C(C=C1)NC1=NC=C(C=C1)N1CCN(CC1)C)=O 4-(6-methyl-1H-indol-3-yl)-7-[[5-(4-methylpiperazin-1-yl)-2-pyridyl]amino]isoindolin-1-one